NC1=C2C(=NC=N1)N(N=C2C2=CC=C(C1=C2OCO1)NC(=O)C1=C(C2=C(S1)C=CC=C2)Cl)[C@H]2CNCCC2 (R)-N-(7-(4-amino-1-(piperidin-3-yl)-1H-pyrazolo[3,4-d]pyrimidin-3-yl)benzo[d][1,3]dioxol-4-yl)-3-chlorobenzo[b]thiophene-2-carboxamide